C(C)(C)(C)OOC1(CCCCC1)OOC(C)(C)C 1,1-di(tertbutylperoxy)cyclohexane